(S) or (R)-1-(difluoromethyl)-4-fluoro-N'-((1',5',6',7'-tetrahydro-2'H-spiro[cyclopropane-1,3'-dicyclopenta[b,e]pyridin]-8'-yl)carbamoyl)-1H-pyrazole-3-sulfonimidamide FC(N1N=C(C(=C1)F)[S@](=O)(N)=NC(NC1=C2C(=NC3=C1CCC3)C3(CC2)CC3)=O)F |o1:8|